8-Methyl-2,8-diazaspiro[4.5]decane hydrochloride Cl.CN1CCC2(CCNC2)CC1